C(C1=CC=CC=C1)OC1=CC=C2CCCC3(C2=C1)CC=1N=C(N=C(C1CN3C)N3CC=1N(CCC3)N=C(C1)C(=O)N(C)C)Cl 5-(7'-benzyloxy-2-chloro-6-methyl-spiro[5,8-dihydropyrido[4,3-d]pyrimidine-7,1'-tetralin]-4-yl)-N,N-dimethyl-4,6,7,8-tetrahydropyrazolo[1,5-a][1,4]diazepine-2-carboxamide